(R)-6-(6-cyclopropylimidazo[1,2-a]pyrazin-3-yl)-N-(piperidin-3-yl)pyridin-2-amine C1(CC1)C=1N=CC=2N(C1)C(=CN2)C2=CC=CC(=N2)N[C@H]2CNCCC2